C[C@@H]1N([C@@H](OC1=O)C1=CC=CC=C1)C(=O)OCC1=CC=CC=C1 benzyl (2S,4S)-4-methyl-5-oxo-2-phenyloxazolidine-3-carboxylate